4-Nitrophenyl-cholesterol carbonate C(O)(=O)O[C@@H]1CC2=CC[C@H]3[C@@H]4CC[C@H]([C@@H](CCCC(CC5=CC=C(C=C5)[N+](=O)[O-])C)C)[C@]4(CC[C@@H]3[C@]2(CC1)C)C